ClC1=C(OC=2C(=C(C(=CC2)[N+](=O)[O-])N2CCN(CC2)C)C(F)(F)F)C=CC=C1 (2R)-4-[3-(2-chlorophenoxy)-6-nitro-2-(trifluoromethyl)phenyl]-1-methylpiperazin